N-(7-aminoheptyl)-5-(4-(3-aminoprop-1-yn-1-yl)-3-(hydroxymethyl)phenyl)furan-2-carboxamide NCCCCCCCNC(=O)C=1OC(=CC1)C1=CC(=C(C=C1)C#CCN)CO